3-methyladipaldehyde CC(CC=O)CCC=O